2,2,2-Trifluoroethyl (imino(4-(((S)-2-((2R,4R)-4-phenylpyrrolidine-2-carboxamido)propanamido)methyl)phenyl)methyl)carbamate N=C(C1=CC=C(C=C1)CNC([C@H](C)NC(=O)[C@@H]1NC[C@H](C1)C1=CC=CC=C1)=O)NC(OCC(F)(F)F)=O